Cl.ClC1=CC(=C(C2=C1O[C@](O2)(C)[C@@H]2CC[C@H](CC2)N(C)C)C)C(=O)O (2R)-7-chloro-2-[trans-4-(dimethylamino)cyclohexyl]-2,4-dimethyl-1,3-benzodioxole-5-carboxylic acid monohydrochloride